CN(CCC1=CC=C(C=C1)SC=1C2=C(C(=NC1C)N)N=C(N2)COCC)C 7-[4-[2-(dimethylamino)ethyl]phenyl]sulfanyl-2-(ethoxymethyl)-6-methyl-1H-imidazo[4,5-c]pyridin-4-amine